1-(azetidin-3-yl)-6-chloro-7-[(2R)-2-{[(3-methylpyridin-2-yl)oxy]methyl}pyrrolidin-1-yl]-4-oxo-1,4-dihydroquinoline-3-carboxylic acid N1CC(C1)N1C=C(C(C2=CC(=C(C=C12)N1[C@H](CCC1)COC1=NC=CC=C1C)Cl)=O)C(=O)O